2,6-bis(bromomethyl)-4-chloro-phenol BrCC1=C(C(=CC(=C1)Cl)CBr)O